C(C)(C)(C)OC(=O)NC1=CC=C(CSC=2NC(C(=CN2)C(=O)OCC)=O)C=C1 ethyl 2-((4-((tert-butoxycarbonyl)amino)benzyl)thio)-6-oxo-1,6-dihydropyrimidine-5-carboxylate